2-(3-{[(3R,4R)-3-fluoro-2,2,6,6-tetramethylpiperidin-4-yl]amino}-1,2,4-triazin-6-yl)-5-[1-(2H3)methyl-1H-pyrazol-4-yl]pyridin-3-ol F[C@H]1C(NC(C[C@H]1NC=1N=NC(=CN1)C1=NC=C(C=C1O)C=1C=NN(C1)C([2H])([2H])[2H])(C)C)(C)C